1-Ethyl-3-(2-(((1,1,1,3,3,3-hexafluoropropan-2-yl)oxy)carbonyl)benzoyl)-5-methyl-1H-indazole 2-oxide C(C)N1[N+](=C(C2=CC(=CC=C12)C)C(C1=C(C=CC=C1)C(=O)OC(C(F)(F)F)C(F)(F)F)=O)[O-]